N-[(3-benzyloxy-4-methoxyphenyl)methyl]-N'-(2-pyridinylmethyl)-N-(6,7,8,9-tetrahydro-5H-cyclohepta[b]pyridin-9-yl)-1,4-benzenedimethanamine C(C1=CC=CC=C1)OC=1C=C(C=CC1OC)CN(CC1=CC=C(C=C1)CNCC1=NC=CC=C1)C1CCCCC=2C1=NC=CC2